N-acetylgalactosamine 6-sulfate S(=O)(=O)(O)OC[C@@H]1[C@@H]([C@@H]([C@H](C(O)O1)NC(C)=O)O)O